N-benzyl-N-(3-(3-chloro-1-(thiophen-2-yl)propoxy)benzyl)ethylamine C(C1=CC=CC=C1)N(CC1=CC(=CC=C1)OC(CCCl)C=1SC=CC1)CC